4-(2-(2-aminothiazol-4-yl)vinyl)-5-methyl-1H-imidazol NC=1SC=C(N1)C=CC=1N=CNC1C